difluoro(methylphenyl)phenylethane FCC(C1=CC=CC=C1)(C1=C(C=CC=C1)C)F